C(C)(C)(C)OC(=O)N1CCC2(CC=CC2=C=O)CC1 1-carbonyl-8-azaspiro[4.5]dec-2-ene-8-carboxylic acid tert-butyl ester